N1(C=NC=C1)C(=O)N1N=CCC1C=1SC(=CN1)C (1H-imidazol-1-yl)(5-(5-methylthiazol-2-yl)-4,5-dihydro-1H-pyrazol-1-yl)methanone